pyrazolo[1,5-b]pyridazine-2-carbaldehyde N1=C(C=C2N1N=CC=C2)C=O